N1=CC=C(C=C1)C=1C=C(CNC(=O)C2=CC3=C(S2)C=CC=C3)C=CC1 N-[3-(pyridin-4-yl)benzyl]benzo[b]thiophene-2-carboxamide